C(C)(C)(C)OC(=O)N1C=C(C2=CC=CC=C12)CCBr 3-(2-bromoethyl)-1H-indole-1-carboxylic acid tert-butyl ester